2-((7-fluoro-2-methylquinazolin-4-yl)amino)-4-((2-methoxyethyl)(4-(5,6,7,8-tetrahydro-1,8-naphthyridin-2-yl)butyl)amino)butanoic acid FC1=CC=C2C(=NC(=NC2=C1)C)NC(C(=O)O)CCN(CCCCC1=NC=2NCCCC2C=C1)CCOC